5-methyl-2-(methylsulfonyl)-5,6,7,8-tetrahydro-1,6-naphthyridine CC1C=2C=CC(=NC2CCN1)S(=O)(=O)C